BrC=1C=C2CCCNC2=CC1C(F)F 6-bromo-7-difluoromethyl-1,2,3,4-tetrahydroquinoline